[Li].CN(C)C(C)O N,N-dimethylaminoethanol lithium